S1C=C(C=C1)CCC(=O)O 3-thiophen-3-yl-propionic acid